cis-N-(4-fluoro-3-methylphenyl)-7,10a-dimethyl-2-(5-methyloxazole-4-carbonyl)-2,3,3a,4,10,10a-hexahydro-1H,7H-dipyrrolo[3,4-b:3',4'-f][1,4,5]oxathiazocine-8-carboxamide 5,5-dioxide FC1=C(C=C(C=C1)NC(=O)C=1N(C=C2C1OC[C@@]1([C@H](NS2(=O)=O)CN(C1)C(=O)C=1N=COC1C)C)C)C